FC1([C@@H](CN2C(N(C=C21)C2=NOC1=C2C(=CC(=C1)C(F)(F)F)C1=C(C=C(C=C1F)F)F)=O)NS(=O)(=O)C)F N-{(6R)-7,7-difluoro-3-oxo-2-[6-(trifluoromethyl)-4-(2,4,6-trifluorophenyl)-1,2-benzoxazol-3-yl]-2,5,6,7-tetrahydro-3H-pyrrolo[1,2-c]imidazol-6-yl}methanesulfonamide